3-[2-(3-fluoro-3-methyl-azetidin-1-yl)-2-oxo-ethyl]-7-iodo-5-(m-tolyl)pyrrolo[2,1-f][1,2,4]triazin-4-one FC1(CN(C1)C(CN1C=NN2C(C1=O)=C(C=C2I)C=2C=C(C=CC2)C)=O)C